C12(CCC3=CC=CC=C13)CC(CCC2)=O 2',3'-dihydrospiro[cyclohexane-1,1'-indene]-3-one